(4-t-butoxycarbonyl-piperazin-1-yl)-3-fluoroaniline C(C)(C)(C)OC(=O)N1CCN(CC1)NC1=CC(=CC=C1)F